tert-butyl ((1R,3R)-3-(3-methyl-2-oxo-6-(phenylsulfonyl)-3,6-dihydroimidazo[4,5-d]pyrrolo[2,3-b]pyridin-1(2H)-yl)cyclopentyl)carbamate CN1C(N(C2=C3C(=NC=C21)N(C=C3)S(=O)(=O)C3=CC=CC=C3)[C@H]3C[C@@H](CC3)NC(OC(C)(C)C)=O)=O